trans-rac-N-(3-Butyramido-4-chlorophenyl)-2,2-dichloro-3-(3,5-dichlorophenyl)cyclopropane-1-carboxamide C(CCC)(=O)NC=1C=C(C=CC1Cl)NC(=O)[C@@H]1C([C@H]1C1=CC(=CC(=C1)Cl)Cl)(Cl)Cl |r|